vinyl-cyclotetrasiloxane platinum [Pt].C(=C)[SiH]1O[SiH2]O[SiH2]O[SiH2]O1